N-((6-(4-Amino-4-(fluoromethyl)piperidin-1-yl)pyridin-2-yl)sulfonyl)-1-(2-cyclohexyl-6-methylphenoxy)cyclopropanecarboxamide NC1(CCN(CC1)C1=CC=CC(=N1)S(=O)(=O)NC(=O)C1(CC1)OC1=C(C=CC=C1C)C1CCCCC1)CF